5-(3-fluoro-4-methoxyphenyl)-1-methyl-6-nitro-1H-benzo[d]imidazole FC=1C=C(C=CC1OC)C1=CC2=C(N(C=N2)C)C=C1[N+](=O)[O-]